(S)-N3-(1-(5-aminopyridin-2-yl)-2,2,2-trifluoroethyl)-N1,N3-dimethylazetidine-1,3-dicarboxamide NC=1C=CC(=NC1)[C@@H](C(F)(F)F)N(C(=O)C1CN(C1)C(=O)NC)C